2,4,6-triisopropylbenzenesulfinic acid Sodium sulfite S(=O)([O-])[O-].[Na+].C(C)(C)C1=C(C(=CC(=C1)C(C)C)C(C)C)S(=O)O.[Na+]